C1(CC1)S(=O)(=O)N1N=CC(=C1)C1=NC=CC(=N1)NC1=CC(=C(C=N1)C#CC1=CC=CC(=N1)C(=O)N(C)C)N1CCC(CC1)(C)CO 6-((6-((2-(1-(Cyclopropylsulfonyl)-1H-pyrazol-4-yl)pyrimidin-4-yl)amino)-4-(4-(hydroxymethyl)-4-methylpiperidin-1-yl)pyridin-3-yl)ethynyl)-N,N-dimethylpicolinamide